CC(CC(C)C)OC(=O)[C@H](O)[C@@H](O)[C@H](O)[C@H](O)COP(=O)(O)O 6-phosphogluconic acid 1,3-dimethylbutyl ester